ethyl-6-oxo-2,4-hexadienoate C(C)OC(C=CC=CC=O)=O